6-(2,4-dimethoxypyrimidin-5-yl)-8-((1S,2S)-2-(2-methoxyphenyl)cyclopropyl)imidazo[1,2-b]pyridazine COC1=NC=C(C(=N1)OC)C=1C=C(C=2N(N1)C=CN2)[C@@H]2[C@H](C2)C2=C(C=CC=C2)OC